FC1=CC(=C(C=C1)[C@@H]([C@@H](C)O)C(=C)C)C (2R,3S)-3-(4-fluoro-2-methylphenyl)-4-methylpent-4-en-2-ol